O1C=CC2=C1C=CC(=C2)C=2C=C1CN(CC1=CC2)C(=O)NC2=CNC1=CC(=C(C=C21)Cl)F 5-(benzofuran-5-yl)-N-(5-chloro-6-fluoro-1H-indol-3-yl)isoindoline-2-carboxamide